C(C)(C)NC1=C2C(=NC=C1[N+](=O)[O-])N(C(=C2)C=2C=NN(C2)CC(C)(O)C)S(=O)(=O)C2=CC=CC=C2 (4-(4-(isopropylamino)-5-nitro-1-(phenylsulfonyl)-1H-pyrrolo[2,3-b]pyridin-2-yl)-1H-pyrazol-1-yl)-2-methylpropan-2-ol